dichloro(2-((1-(methoxy(methyl)amino)-1-oxopropan-2-yl)oxy)benzylidene)ruthenium(II) Cl[Ru-2](=CC1=C(C=CC=C1)OC(C(=O)N(C)OC)C)Cl